FC1=CC(=CC2=C1N=C(O2)C)C=2N=C1N(C(C2)=O)C=C(C=C1)N1C[C@@H](NCC1)C 2-(4-fluoro-2-methyl-1,3-benzoxazol-6-yl)-7-[(3S)-3-methylpiperazin-1-yl]-4H-pyrido[1,2-a]pyrimidin-4-one